N-(4-fluoro-3-methylphenyl)-5-(2-(((1R,4R)-4-hydroxy-2,2-dimethylcyclohexyl)amino)-2-oxoacetyl)-1,2,4-trimethyl-1H-pyrrole-3-carboxamide FC1=C(C=C(C=C1)NC(=O)C1=C(N(C(=C1C)C(C(=O)N[C@H]1C(C[C@@H](CC1)O)(C)C)=O)C)C)C